CN(C1CCN(CC1)C=1C=NC=2C=CC(=C(C2N1)C#N)NC1=CC(=C(C=C1)OCC=1C=NC(=CC1)OC)OC)C 3-(4-(dimethylamino)piperidin-1-yl)-6-((3-methoxy-4-((6-methoxypyridin-3-yl)methoxy)phenyl)amino)quinoxaline-5-carbonitrile